C(N)(OC(C(C)(C)C)C)=O 1,2,2-trimethylpropyl carbamate